4-fluorobenzoic acid hydrochloride Cl.FC1=CC=C(C(=O)O)C=C1